FC1(CN(CC[C@H]1NC1=NN2C(C(=N1)OC)=C(C=C2)C=2C=CC1=C(N(N=N1)CCF)C2)C2(COC2)C)F (R)-N-(3,3-difluoro-1-(3-methyloxetan-3-yl)piperidin-4-yl)-5-(1-(2-fluoroethyl)-1H-benzo[d][1,2,3]triazol-6-yl)-4-methoxypyrrolo[2,1-f][1,2,4]triazin-2-amine